(R)-2,4-dimethyl-N-(2-methyl-4-(N-(1-(1-methylpiperidin-4-yl)ethyl)sulfamoyl)phenyl)benzamide CC1=C(C(=O)NC2=C(C=C(C=C2)S(N[C@H](C)C2CCN(CC2)C)(=O)=O)C)C=CC(=C1)C